(1S,2S)-2-(3-chlorophenyl)-N-(6-(((6-cyclopropyl-8-(2-(trifluoromethyl)pyrrolidin-1-yl)imidazo[1,2-a]pyridin-2-yl)methyl)amino)pyrimidin-4-yl)cyclopropane-1-carboxamide ClC=1C=C(C=CC1)[C@@H]1[C@H](C1)C(=O)NC1=NC=NC(=C1)NCC=1N=C2N(C=C(C=C2N2C(CCC2)C(F)(F)F)C2CC2)C1